4-((tert-Butyldimethylsilyl)oxy)-2-methylbutan-2-amine [Si](C)(C)(C(C)(C)C)OCCC(C)(N)C